CN1N=C(C=C1N)C1=NC=C(C=C1)C(F)(F)F 1-Methyl-3-(5-(trifluoromethyl)pyridin-2-yl)-1H-pyrazol-5-amine